O1C2=C(OCC1)C=C(C=C2)C2=C(C#N)C(=CC=C2)N2CCC(CC2)N[C@@H]2C[C@@H](C2)CO 2-(2,3-dihydrobenzo[b][1,4]dioxin-6-yl)-6-(4-(cis-3-(hydroxymethyl)cyclobutylamino)piperidin-1-yl)benzonitrile